tert-butyl (12aR)-9-bromo-10-chloro-8-(prop-1-yn-1-yl)-3,4,12,12a-tetrahydro-6H-pyrazino[2,1-c][1,4]benzoxazepine-2(1H)-carboxylate BrC1=C(C2=C(CN3[C@@H](CO2)CN(CC3)C(=O)OC(C)(C)C)C=C1C#CC)Cl